3,5-di-t-butyl-4-(dodecyloxy)benzaldehyde C(C)(C)(C)C=1C=C(C=O)C=C(C1OCCCCCCCCCCCC)C(C)(C)C